4-(6-sulfamoylamino-2-azaspiro[3.3]heptan-2-yl)-6,7-dimethoxyquinoline-3-carbonitrile S(N)(=O)(=O)NC1CC2(CN(C2)C2=C(C=NC3=CC(=C(C=C23)OC)OC)C#N)C1